6-chloro-1-methyl-1H-pyrrolo[2,3-b]pyridine-3-carbaldehyde ClC1=CC=C2C(=N1)N(C=C2C=O)C